benzyl (2S)-2-{[(tert-butoxy)carbonyl]amino}-5-[(tert-butyldiphenylsilyl)oxy]pentanoate C(C)(C)(C)OC(=O)N[C@H](C(=O)OCC1=CC=CC=C1)CCCO[Si](C1=CC=CC=C1)(C1=CC=CC=C1)C(C)(C)C